BrC=1C=C(CC2=CC=CC=C2)C=CC1 6-(3-bromobenzyl)benzol